[C@@H]1(C[C@H](O)[C@@H](CO)O1)N1C(=O)N=C(N)N=C1 5-Azadeoxycytidine